2-(2-azabicyclo[2.2.1]heptan-2-yl)acetic acid C12N(CC(CC1)C2)CC(=O)O